triphenyl-phosphonium iodide salt [I-].C1(=CC=CC=C1)[PH+](C1=CC=CC=C1)C1=CC=CC=C1